(3R)-N-(cyclobutylmethyl)-1-(6-((4-(6-methoxy-1H-indazol-4-yl)-1H-1,2,3-triazol-1-yl)methyl)pyridazin-3-yl)-N-methylpiperidin-3-amine C1(CCC1)CN([C@H]1CN(CCC1)C=1N=NC(=CC1)CN1N=NC(=C1)C1=C2C=NNC2=CC(=C1)OC)C